C(C)OC(=O)C=1C(NN(C1)C1=CC=C(C=C1)Br)=O (4-bromophenyl)-3-oxo-2,3-dihydro-1H-pyrazole-4-carboxylic acid ethyl ester